CC1(NC(CC(C1)NC(=O)C1=CC(=CC=C1)C(=O)NC1CC(NC(C1)(C)C)(C)C)(C)C)C N,N'-bis(2,2,6,6-tetramethyl-4-piperidinyl)-1,3-benzenedicarbamide